C12NCC(C1N1C(=CC=3C(=NC=4C(=C(C(=CC4C31)CCC#N)C3=CC(=CC1=CC=CC=C31)O)F)OC[C@H]3N(CCC3)C)CCC)C2 3-(1-(2-azabicyclo[2.1.1]hex-5-yl)-6-fluoro-7-(3-hydroxynaphthalen-1-yl)-4-(((S)-1-methylpyrrolidin-2-yl)methoxy)-2-propyl-1H-pyrrolo[3,2-c]quinolin-8-yl)propionitrile